[Cl-].FCCCCC=1NC=C[NH+]1 fluorobutylimidazolium chloride